(((3S,4R)-1-(5-hydroxypentyl)pyrrolidine-3,4-diyl)bis(oxy))bis(hexane-6,1-diyl)bis(2-hexyldecanoate) OCCCCCN1C[C@@H]([C@@H](C1)OCCCCCCC(C(=O)[O-])(CCCCCCCC)CCCCCC)OCCCCCCC(C(=O)[O-])(CCCCCCCC)CCCCCC